N8-(3-chloro-5-(trifluoromethyl)phenyl)-N2-(1-methylcyclopropyl)-9-(piperidin-4-yl)-9H-purine-2,8-diamine ClC=1C=C(C=C(C1)C(F)(F)F)NC=1N(C2=NC(=NC=C2N1)NC1(CC1)C)C1CCNCC1